NC1=C(CNC(=S)NC2=CC=C(C=C2)[N+](=O)[O-])C=CC=C1 1-(2-aminobenzyl)-3-(4-nitrophenyl)thiourea